1-(2-(4-(4-ethylbenzoyl)piperazin-1-yl)acetyl)-1',4'-dihydro-2'H-spiro[pyrrolidine-2,3'-quinoline]-2'-one C(C)C1=CC=C(C(=O)N2CCN(CC2)CC(=O)N2CCCC23C(NC2=CC=CC=C2C3)=O)C=C1